radium thiophenolate C1(=CC=CC=C1)[S-].[Ra+2].C1(=CC=CC=C1)[S-]